C(#N)C=1C(=NC(=C(C1SC)C#N)N1CCN(CCC1)C)SC(C(=O)N)C1=CC=CC=C1 2-((3,5-dicyano-6-(4-methyl-1,4-diazepan-1-yl)-4-(methylthio)pyridin-2-yl)thio)-2-phenylacetamide